2-isobutoxybenzenesuccinate C(C(C)C)OC1=C(C=CC=C1)C(CC(=O)[O-])C(=O)[O-]